CC1=NC=CC(=C1)C=1C=NC(=C(C1)C)OC[C@](CC(C)C)(N)C (S)-1-((2',5-dimethyl-[3,4'-bipyridin]-6-yl)oxy)-2,4-dimethylpentan-2-amine